trans-(5-Bromopyridin-2-yloxy)cyclohexanecarboxylic acid hydrazide BrC=1C=CC(=NC1)OC1(CCCCC1)C(=O)NN